pyrrolo[2,3-b]pyridin-5-amine N1=CC=C2C1=NC=C(C2)N